C12CN(CC(CC1)N2)C=2OC1=C(N2)C=C(C=C1C=1SC=CN1)OCC#N 2-((2-(3,8-diazabicyclo[3.2.1]octan-3-yl)-7-(thiazol-2-yl)benzo[d]oxazol-5-yl)oxy)acetonitrile